Cl.[C@H]12CN(C[C@H](CC1)N2)C2=NC(=NC1=C(C(=C(C=C21)Cl)C2=CC(=CC1=CC=CC=C21)O)F)C2=CC(=CC1=CC=CC=C21)O 4,4'-((S or R)-4-((1R,5S)-3,8-diazabicyclo[3.2.1]octan-3-yl)-6-chloro-8-fluoroQuinazoline-2,7-diyl)bis(naphthalene-2-ol) hydrochloride